8-cyclopentyl-2,6-diphenyl-7H-purine C1(CCCC1)C1=NC2=NC(=NC(=C2N1)C1=CC=CC=C1)C1=CC=CC=C1